N-(6-(1-methyl-1H-pyrazol-4-yl)isoquinolin-3-yl)-4-((4-methylpiperazin-1-yl)sulfonyl)benzamide CN1N=CC(=C1)C=1C=C2C=C(N=CC2=CC1)NC(C1=CC=C(C=C1)S(=O)(=O)N1CCN(CC1)C)=O